Cl.FC1=CC=C(C=C1)C1=NN2C(CN[C@H](C2)C)=C1C1=C2C(=NC=C1)NC=C2C (6S)-2-(4-fluorophenyl)-6-methyl-3-(3-methyl-1H-pyrrolo[2,3-b]pyridin-4-yl)-4,5,6,7-tetrahydropyrazolo[1,5-a]pyrazine hydrogen chloride